C(C)(C)(C)N1N=CC(=C1C(=O)NC(CC1=C(C=C(C=C1)C)C)CSC)OC1=CC=CC=C1 1-(tert-butyl)-N-(1-(2,4-dimethylphenyl)-3-(methylsulfanyl)propan-2-yl)-4-phenoxy-1H-pyrazole-5-carboxamide